tetrazolo[1,5-a]pyridin-6-amine N=1N=NN2C1C=CC(=C2)N